C(C)(C)(C)[Si](C)(C)Cl tertiary butyl-(chloro)dimethylsilane